C(C1=CC=CC=C1)OC=1C(=CSC1)C=1N=NN(C1)C1C(NC(CC1)=O)=O 3-{4-[4-(benzyloxy)thiophen-3-yl]-1H-1,2,3-triazol-1-yl}piperidine-2,6-dione